BrC=1SC2=C(N1)C=C(C=C2)C(=O)[O-] bromo-1,3-benzothiazole-5-carboxylate